N-tert-butylcarbonyl-1,1-bis(hydroxymethyl)-2-hydroxyethyl-amine C(C)(C)(C)C(=O)NC(CO)(CO)CO